5-bromo-N,1-dimethyl-1H-pyrazole-3-carboxamide BrC1=CC(=NN1C)C(=O)NC